CN(C(/C=C/CC[C@@H](C(=O)NC=1C(N(C=CC1)CC=1NC2=C(C=C(C=C2C1)F)CC(C)C)=O)NC(OC)=O)=O)C methyl (S,E)-(7-(dimethylamino)-1-((1-((5-fluoro-7-isobutyl-1H-indol-2-yl)methyl)-2-oxo-1,2-dihydropyridin-3-yl)amino)-1,7-dioxohept-5-en-2-yl)carbamate